ethyl 3-((4-ethylphenyl)sulfonyl)-4-(4-hydroxy-4-(4-methoxyphenyl)piperidin-1-yl)quinoline-6-carboxylate C(C)C1=CC=C(C=C1)S(=O)(=O)C=1C=NC2=CC=C(C=C2C1N1CCC(CC1)(C1=CC=C(C=C1)OC)O)C(=O)OCC